1,2-dimethyl-9,9-ditetradecyl-3,9-dihydro-cyclopenta[b]fluorene CC1=C(CC=2C1=CC=1C(C3=CC=CC=C3C1C2)(CCCCCCCCCCCCCC)CCCCCCCCCCCCCC)C